C(C)(SC[C@@H](NC([C@@H](NC([C@@H](NC(OCC1=CC=CC=C1)=O)CC1=CC=CC2=CC=CC=C12)=O)CC(C)C)=O)C[C@H]1C(NCC1)=O)=O S-((5S,8S,11S)-8-Isobutyl-5-(naphthalen-1-ylmethyl)-3,6,9-trioxo-11-(((S)-2-oxopyrrolidin-3-yl)methyl)-1-phenyl-2-oxa-4,7,10-triazadodecan-12-yl) ethanethioate